tert-butyl (((2S,4R)-5-chloro-6-fluoro-4-(2-fluoro-6-(methylcarbamoyl)-3-(2-((tetrahydro-2H-pyran-2-yl)oxy)ethoxy)phenyl)-2-phenyl-2,3-dihydrobenzofuran-2-yl)methyl)carbamate ClC=1C(=CC2=C(C[C@](O2)(C2=CC=CC=C2)CNC(OC(C)(C)C)=O)C1C1=C(C(=CC=C1C(NC)=O)OCCOC1OCCCC1)F)F